CN1C(NC2=C1C=CC=C2)=O 3-methyl-2-oxo-2,3-dihydro-1H-benzo[d]imidazol